C(C)OC(C1=CN=C(C(=C1N1C[C@@](CC1)(C)NC(=O)OC(C)(C)C)C1=CC(=CC(=C1)F)F)C1CC1)=O (S)-4-(3-((tert-Butoxycarbonyl)amino)-3-methylpyrrolidin-1-yl)-6-cyclopropyl-5-(3,5-difluorophenyl)nicotinic acid ethyl ester